OC1=C(C=C(C=C1)C(CC(=O)O)(C)C1=CC(=C(C=C1)O)C(C)(C)C)C(C)(C)C 3,3-bis-(4'-hydroxy-3'-tert-butylphenyl)butyric acid